4-(4-chloro-3-(3-methylimidazo[1,2-a]pyridin-2-yl)phenyl)-1-(5-(2-hydroxypropan-2-yl)pyridin-2-yl)piperazin-2-one ClC1=C(C=C(C=C1)N1CC(N(CC1)C1=NC=C(C=C1)C(C)(C)O)=O)C=1N=C2N(C=CC=C2)C1C